C1=CC=CC=2C3=CC=CC=C3C(C12)COC(=O)N[C@H](C(=O)OC(C)(C)C)CCC=1C=NC=C(C1)C#N tert-butyl (S)-2-((((9H-fluoren-9-yl)methoxy)carbonyl)amino)-4-(5-cyanopyridin-3-yl)butanoate